ClC=1C(=NC(=NC1)NC1CCOCC1)C1=CC=C2CN(C(C2=C1)=O)CC(=O)N[C@H](CO)C1NC(CCC1)OCC 2-(6-{5-chloro-2-[(oxacyclohex-4-yl)amino]pyrimidin-4-yl}-1-oxo-2,3-dihydro-1H-isoindol-2-yl)-N-[(1S)-1-(6-ethoxypiperidin-2-yl)-2-hydroxyethyl]acetamide